N[C@@H](CC=1C=CC(=C(OCB(O)O)C1)F)C(=O)OC 5-[(2S)-2-amino-3-methoxy-3-oxopropyl]-2-fluorophenoxymethylboronic acid